FC=1C=CC(=C(C1)[C@H]1C[C@@H]2[C@H](N(OC2(C)C)C)[C@H](C1)C)C |r| rac-(3aR,5R,7S,7aR)-5-(5-fluoro-2-methylphenyl)-1,3,3,7-tetramethyloctahydrobenzo[c]isoxazole